(4-benzyl-(p-toluenesulfonyl)amino)benzenesulfonamide C(C1=CC=CC=C1)C1(CC=C(C)C=C1)S(=O)(=O)NC1=C(C=CC=C1)S(=O)(=O)N